C(C)(C)(C)OC(=O)N1CCO[C@H](CC1)C(=O)N1[C@H](C2=CC=CC=C2CC1)C1=C(C=C(C=C1)F)F (R)-7-((R)-1-(2,4-difluorophenyl)-1,2,3,4-tetrahydroisoquinoline-2-carbonyl)-1,4-oxaazepane-4-carboxylic acid tert-butyl ester